(4-hydroxy-3,5-di-tert-butylphenyl)acrylic acid n-octadecyl ester C(CCCCCCCCCCCCCCCCC)OC(C(=C)C1=CC(=C(C(=C1)C(C)(C)C)O)C(C)(C)C)=O